CC1=C(C=CC=C1COCC=1N=NN(C1)C=1C=C(CO)C=CC1)C1=CC=CC=C1 3-(4-(((2-methylbiphenyl-3-yl)methoxy)methyl)-1H-1,2,3-triazol-1-yl)benzyl alcohol